FC1(CN(CCC12COC1=C3CN(C(C3=CC=C12)=O)[C@@H]1C(NC(CC1)=O)=O)CC=1C=C2C(NCC2=CC1)=O)F (3S)-3-(3',3'-difluoro-6-oxo-1'-((3-oxo-isoindolin-5-yl)methyl)-6,8-dihydro-2H,7H-spiro[furo[2,3-e]isoindol-3,4'-piperidin]-7-yl)piperidine-2,6-dione